FC(N1C2=C(C=3C=CC(=CC13)C=1C(=C(C(=NC1)N1CCC(CC1)CCN1CCN(CC1)C=1C=C3C(N(C(C3=CC1)=O)C1C(NC(CC1)=O)=O)=O)F)F)C=NC=C2)F 5-(4-(2-(1-(5-(5-(difluoromethyl)-5H-pyrido[4,3-b]indol-7-yl)-3,4-difluoropyridin-2-yl)piperidin-4-yl)ethyl)piperazin-1-yl)-2-(2,6-dioxopiperidin-3-yl)isoindoline-1,3-dione